tert-butyl 3-(oxazol-2-yl)azetidine-1-carboxylate O1C(=NC=C1)C1CN(C1)C(=O)OC(C)(C)C